ClCC1=CC=C(C(=O)NC2=NC=C(C=C2)S(=O)(=O)N2CCN(CC2)C2=NC(=CC(=C2)C(F)(F)F)Cl)C=C1 4-(chloromethyl)-N-[5-[4-[6-chloro-4-(trifluoromethyl)-2-pyridinyl]piperazin-1-yl]sulfonyl-2-pyridinyl]benzamide